2-amino-bicyclo[2.2.1]heptane-2-carboxylic acid NC1(C2CCC(C1)C2)C(=O)O